C(C)(C)(C)OC(=O)N1[C@H](C[C@@H](CC1)O)C.ClC=1C=C(OC2=CC=C3C(CCOC3=C2)NC(C=C)=O)C=CC1 |r| N-{7-(3-chlorophenoxy)chroman-4-yl}acrylamide (rac)-tert-butyl-(trans)-4-hydroxy-2-methylpiperidine-1-carboxylate